6-(pyrrolidin-1-yl)-[1,2,4]triazolo[1,5-a]pyridine N1(CCCC1)C=1C=CC=2N(C1)N=CN2